OCCOCC(C)O 1-(2-hydroxyethoxy)propan-2-ol